(S)-N-(2-Chloro-6-fluorophenyl)-4-(5-cyclopropyl-4-(hydroxymethyl)thiazol-2-yl)-5-fluoro-2-((1,1,1-trifluoropropan-2-yl)oxy)benzamide ClC1=C(C(=CC=C1)F)NC(C1=C(C=C(C(=C1)F)C=1SC(=C(N1)CO)C1CC1)O[C@H](C(F)(F)F)C)=O